FC1=C(C(=CC=C1)F)NC(=O)OCC(=O)OCC Ethyl 2-{[(2,6-difluorophenyl)-carbamoyl]oxy}acetate